C1(CCCCC1)NC(=O)C1=CC(=CC=2NC(=NC21)COC)NC(=O)C2=C(C=CC=C2)C(F)(F)F N-cyclohexyl-2-(methoxymethyl)-6-({[2-(trifluoromethyl)phenyl]carbonyl}amino)-1H-benzoimidazole-4-carboxamide